CS(=O)(=O)C1CN(C1)C(=O)C1=CC=2C(C3=CC=CC=C3C(C2C=C1)=O)=O 2-(3-(methyl-sulfonyl)azetidine-1-carbonyl)anthracene-9,10-dione